Fmoc-3,6-dioxa-1,8-octanediamine C(=O)(OCC1C2=CC=CC=C2C2=CC=CC=C12)C(COCCOCCN)N